CC1=CC=C(C=C1)S(=O)(=O)OCCOCCOCCOCCOCCOCCOCCN(C(=O)OCC[Si](C)(C)C)C 2-[2-[2-[2-[2-[2-[2-[methyl(2-trimethylsilylethoxycarbonyl)amino]ethoxy]ethoxy]ethoxy]ethoxy]ethoxy]ethoxy]ethyl 4-methylbenzenesulfonate